1-bromo-4-(ethylsulfonyl)-2-(methoxymethyl)benzene BrC1=C(C=C(C=C1)S(=O)(=O)CC)COC